8-bromo-3-cyclopropyl-2-(ethylsulfanyl)-6-methylquinazolin-4(3H)-one BrC=1C=C(C=C2C(N(C(=NC12)SCC)C1CC1)=O)C